2-methyl-4-[3-(4,4,5,5-tetramethyl-1,3,2-dioxaborolan-2-yl)phenyl]but-3-yn-2-ol CC(C)(C#CC1=CC(=CC=C1)B1OC(C(O1)(C)C)(C)C)O